O=C1NC(CCC1C1NCC2=CC=CC=C12)=O (2,6-dioxopiperidin-3-yl)isoindoline